C1(=CC=CC2=CC=CC=C12)N(C1=CC=C(C=C1)C1=CC=C(N(C2=CC=CC3=CC=CC=C23)C2=CC=CC3=CC=CC=C23)C=C1)C1=CC=CC2=CC=CC=C12 N,N,N',N'-tetranaphthalenyl-benzidine